NCCCN(CCCN)C N-(3-aminopropyl)-N-methyl-1,3-propylenediamine